2-(4-(2-(4-Fluorophenyl)-1H-pyrrolo[2,3-b]pyridin-5-yl)thiophene-2-carboxamido)-ethane-1-sulfonic Acid FC1=CC=C(C=C1)C1=CC=2C(=NC=C(C2)C=2C=C(SC2)C(=O)NCCS(=O)(=O)O)N1